N,N,N'-trimethyl-1,3-propylenediamine CN(CCCNC)C